NC1=NC2=CC=C(C=C2C=C1C([2H])([2H])[2H])C(=O)N(CC1=NC=C(C=C1)C(F)(F)F)CC(C)C 2-amino-N-isobutyl-3-(methyl-d3)-N-((5-(trifluoromethyl)pyridin-2-yl)methyl)quinoline-6-carboxamide